OC=1C=C(C2=CN(N=C2C1C#N)CC1=CC=C(C=C1)OC)N1C(CCC1)C 6-hydroxy-2-(4-methoxybenzyl)-4-(2-methylpyrrolidin-1-yl)-2H-indazole-7-carbonitrile